(1,3-dimesitylimidazolidin-2-ylidene)(3-methyl-2-buten-1-ylidene)(tricyclopentylphosphine) ruthenium dichloride [Ru](Cl)Cl.C1(=C(C(=CC(=C1)C)C)N1C(N(CC1)C1=C(C=C(C=C1C)C)C)=C1C(C(CC1)P(C1CCCC1)C1CCCC1)=CC=C(C)C)C